C1=CC=CC2=C1C1=C(B=N2)C=CC=C1 dibenzoazaborinine